methyl 1-((1-(tert-butoxycarbonyl)piperidin-4-yl)methyl)-1H-indole-4-carboxylate C(C)(C)(C)OC(=O)N1CCC(CC1)CN1C=CC=2C(=CC=CC12)C(=O)OC